(R)-N-((S)-5-(3-hydroxyprop-1-yn-1-yl)-1,3-dihydro-spiro[indene-2,4'-piperidin]-3-yl)-2-methylpropane-2-sulfinamide OCC#CC=1C=C2[C@H](C3(CCNCC3)CC2=CC1)N[S@](=O)C(C)(C)C